4-cyclopropyl-2-oxo-but-3-enoic acid ethyl ester C(C)OC(C(C=CC1CC1)=O)=O